N-((S)-(7-((R*)-Cyclopropyl(2-((R*)-2,2-difluorocyclopropyl)acetamido)methyl)imidazo[1,2-b]pyridazin-2-yl)(4,4-difluorocyclohexyl)methyl)-1-isopropyl-1H-pyrazole-5-carboxamide C1(CC1)[C@H](C1=CC=2N(N=C1)C=C(N2)[C@@H](NC(=O)C2=CC=NN2C(C)C)C2CCC(CC2)(F)F)NC(C[C@H]2C(C2)(F)F)=O |o1:3,36|